NC1=C(C(=NN1C)C1=CCC(C1)C1=CC=C(C=C1)N(C)C)C(=O)NC1=CC(=C(C=C1)F)Cl 5-Amino-N-(3-chloro-4-fluorophenyl)-3-(4-(4-(dimethylamino)phenyl)cyclopent-1-en-1-yl)-1-methyl-1H-pyrazole-4-carboxamide